[Si](C)(C)(C(C)(C)C)OCC=1C(=NC=CC1C)C(=O)N 3-(((tert-butyldimethylsilyl)oxy)methyl)-4-methylpicolinamide